BrC=1C=C(C)C=C(C1Cl)Br 3,5-dibromo-4-chlorotoluene